Ethyl α-pivaloyloxyisobutyrate C(C(C)(C)C)(=O)OC(C(=O)OCC)(C)C